benzyl ((1S,3S)-3-hydroxycyclobutyl)carbamate C1C(CC1O)NC(=O)OCC2=CC=CC=C2